1-(4-{4-[(5S)-5-(2,6-difluorophenyl)-4,5-dihydro-1,2-oxazol-3-yl]-1,3-thiazol-2-yl}piperidin-1-yl)-2-[5-methyl-3-(tri-fluoromethyl)-1H-pyrazol-1-yl]ethanone FC1=C(C(=CC=C1)F)[C@@H]1CC(=NO1)C=1N=C(SC1)C1CCN(CC1)C(CN1N=C(C=C1C)C(F)(F)F)=O